2,6-dimethyl-N-(4-(pentafluoro-λ6-sulfanyl)benzyl)imidazo[2,1-b]thiazole-5-carboxamide CC1=CN2C(S1)=NC(=C2C(=O)NCC2=CC=C(C=C2)S(F)(F)(F)(F)F)C